C(N)([O-])=S.[Sn+4].C(N)([O-])=S.C(N)([O-])=S.C(N)([O-])=S tin thiocarbamate